OCCOCCOCCOCCNC(OCC1=CC=CC=C1)=O 1-Benzyl N-[2-[2-[2-(2-hydroxyethoxy)ethoxy]ethoxy]ethyl]carbamate